N(N)C(=O)C=1C=CC(=NC1)CN(S(=O)(=O)CC)C1=C2CN(CC2=CC=C1)C N-((5-(hydrazinecarbonyl)pyridin-2-yl)methyl)-N-(2-methylisoindolin-4-yl)ethanesulfonamide